7-bromo-3-[(Z)-4-(tert-butoxycarbonylamino)-2-fluoro-but-2-enyl]benzimidazole-5-carboxylic acid methyl ester COC(=O)C1=CC2=C(N=CN2C/C(=C/CNC(=O)OC(C)(C)C)/F)C(=C1)Br